C(C)(C)(C)[Si](C)(C)OC1CCCC2=C1C=C(O2)I tert-butyl-((2-iodo-4,5,6,7-tetrahydrobenzofuran-4-yl)oxy)dimethylsilane